C1(CC1)C1=NC(=CC(=N1)C(=O)NC1=CC(=CC=C1)C1(COC1)CC1=NNC=C1C)C 2-cyclopropyl-6-methyl-N-(3-{3-[(4-methyl-1H-pyrazol-3-yl)methyl]oxetan-3-yl}phenyl)pyrimidine-4-carboxamide